OCCSSCCO bis(2-hydroxyethyl) disulfide